(±)-trans-6-Chloro-4-(3-ethoxy-4-((5-isopropoxypyridin-2-yl)oxy)piperidin-1-yl)-1-methylpyrido[3,2-d]pyrimidin-2(1H)-on ClC=1C=CC=2N(C(N=C(C2N1)N1C[C@H]([C@@H](CC1)OC1=NC=C(C=C1)OC(C)C)OCC)=O)C |r|